F[P-](F)(F)(F)(F)F.[NH+]=1N[N+](=C2N=CC=CC21)[O-] triazolo[4,5-b]pyridin-1-ium 3-oxide hexafluorophosphate